CC1=[N+](C=CC=C1C(F)(F)F)[O-] 2-methyl-3-(trifluoromethyl)pyridine 1-oxide